BrC=1C=C(C(=NC1)NC(=O)C1(CCC(CC1)(C(=O)O)C([2H])([2H])[2H])C1=C(C=CC=C1)C(C)C)OC(F)F (1s,4s)-4-((5-bromo-3-(difluoromethoxy)pyridin-2-yl)carbamoyl)-4-(2-isopropylphenyl)-1-(methyl-d3)cyclohexane-1-carboxylic acid